N[C@@H](CCCNC(N)=N)C(=O)O.C(=O)(OC)OC(=O)O Methyl Dicarbonate L-Arginine Salt